glycoloyloxyacetic acid C(CO)(=O)OCC(=O)O